[C@@]12(C(CC[C@H](CC1)N2C)O)O tropanediol